2-(3-chloro-2-fluoro-4-(4-hydroxy-3-isopropylphenylmethyl)-5-isopropylphenoxy)acetic acid ClC=1C(=C(OCC(=O)O)C=C(C1CC1=CC(=C(C=C1)O)C(C)C)C(C)C)F